(R)-1-(5-chloro-2-fluorophenyl)ethyl (1-methyl-4-(6-methyl-5-(methylsulfonamido) pyridin-2-yl)-1H-1,2,3-triazol-5-yl)carbamate CN1N=NC(=C1NC(O[C@H](C)C1=C(C=CC(=C1)Cl)F)=O)C1=NC(=C(C=C1)NS(=O)(=O)C)C